FC(C(C(=O)N1OCC[C@@H]1C1=CC=C(S1)C#N)(C)C)F 5-[(3R)-2-(3,3-difluoro-2,2-dimethylpropanoyl)-1,2-oxazolidin-3-yl]Thiophene-2-carbonitrile